2-(((3R,4R)-1-(ethylsulfonyl)-3-fluoropiperidin-4-yl)amino)-6-ethynyl-8-((1R,2R)-2-hydroxy-2-methylcyclopentyl)pyrido[2,3-d]pyrimidin-7(8H)-one C(C)S(=O)(=O)N1C[C@H]([C@@H](CC1)NC=1N=CC2=C(N1)N(C(C(=C2)C#C)=O)[C@H]2[C@](CCC2)(C)O)F